ClC=1C=C(C=CC1C(=O)N1CCN(CC1)C(=O)C1CCNCC1)NC(=O)C=1N(C(=CN1)C=1C(=NN(C1)C1=NC(=NC=C1)OC)C(F)(F)F)C N-[3-chloro-4-[4-(piperidine-4-carbonyl)piperazine-1-carbonyl]phenyl]-5-[1-(2-methoxypyrimidin-4-yl)-3-(trifluoromethyl)pyrazol-4-yl]-1-methyl-imidazole-2-carboxamide